di-isopropoxy-p-xylene C(C)(C)OC=1C(=C(C=CC1C)C)OC(C)C